trispropargyl phosphate P(=O)(OCC#C)(OCC#C)OCC#C